N-((2S,4R)-2-(2,5-Difluorophenyl)piperidin-4-yl)-N-ethyl-2,2,2-trifluoroacetamide hydrochloride Cl.FC1=C(C=C(C=C1)F)[C@H]1NCC[C@H](C1)N(C(C(F)(F)F)=O)CC